CCCCCCCCCCCCCCCCCCCCCCCCCC(C(CCCCCCCCCCCCCCCCC/C=C/CCCCCCCCCCCCC(=O)OC(C)CCCCCCCCCCCCCCCCCC)O)C(=O)O The molecule is a mycolic acid produced inter alia by Mycobacterium tuberculosis, the structure of which is heptacosanoic acid substituted at the alpha-carbon by a (14E)-33-hydroxy-1-[(icosan-2-yl)oxy]-1-oxotritriacont-14-en-33-yl chain.